ClC=CCOC(CON1C(C2=CC=CC=C2C1=O)=O)C 2-[2-(3-chloro-allyloxy)-propoxy]-isoindole-1,3-dione